C(C)OC=COCC 1,2-diethoxyethylene